ClC1=C(C=CC(=C1)F)C1=CC(OC2=CC(=CC=C12)N([C@@H](C(N1CCCCC1)=O)C)C)=O (R)-4-(2-chloro-4-fluorophenyl)-7-(methyl(1-oxo-1-(piperidin-1-yl)propan-2-yl)amino)-2H-chromen-2-one